(4-(2-(3,4-dimethoxyphenyl)-1-methyl-1H-pyrrolo[3,2-c]pyridin-6-yl)piperidin-1-yl)-2-(piperidin-1-yl)ethan-1-one COC=1C=C(C=CC1OC)C1=CC=2C=NC(=CC2N1C)C1CCN(CC1)C(CN1CCCCC1)=O